C(C)(C)(C)OC(=O)N1[C@H]2[C@H]([C@H](C[C@@H]1CC2)N(C)C2=CN=C(N=N2)C2=C(C=C(C=C2)C2=CC(N(C=C2)C)=O)OC)F (1R,2S,3S,5S)-2-fluoro-3-([3-[2-methoxy-4-(1-methyl-2-oxopyridin-4-yl)phenyl]-1,2,4-triazin-6-yl](methyl)amino)-8-azabicyclo[3.2.1]octane-8-carboxylic acid tert-butyl ester